4-amino-N-((3S)-6-(difluoromethoxy)-2,3-dihydro-1-benzofuran-3-yl)-7-fluoro-N,3-dimethyl-3H-pyrazolo[3,4-c]quinoline-8-carboxamide NC1=NC=2C=C(C(=CC2C2=C1N(N=C2)C)C(=O)N(C)[C@@H]2COC1=C2C=CC(=C1)OC(F)F)F